[2H]C1([C@@H]([C@](OC1=O)(CO)C#C)OC(C1=CC=C(C=C1)C)=O)[2H] [(2R,3S)-4,4-dideuterio-2-ethynyl-2-(hydroxymethyl)-5-oxo-tetrahydrofuran-3-yl]4-methylbenzoate